3-sulfolanyl ether S1(=O)(=O)CC(CC1)OC1CS(=O)(=O)CC1